BrC1=NC(=CC2=C1OCC(O2)C(C)(F)F)SC 5-bromo-2-(1,1-difluoroethyl)-7-(methylthio)-2,3-dihydro-[1,4]dioxino[2,3-c]pyridine